tri(ethylenediamine) rhodium (III) trichloride [Rh](Cl)(Cl)Cl.C(CN)N.C(CN)N.C(CN)N